butan-1-ol chloride [Cl-].C(CCC)O